FC=1C=C(C=C(C1CN1CCOCC1)F)C=1C=CC=C2N=CC(=NC12)C=1C=NN(C1)C1CCN(CC1)C(CCCCCCNC=1C=C2C(N(C(C2=CC1)=O)C1C(NC(CC1)=O)=O)=O)=O 5-((7-(4-(4-(8-(3,5-difluoro-4-(morpholinomethyl)phenyl)quinoxalin-2-yl)-1H-pyrazol-1-yl)piperidin-1-yl)-7-oxoheptyl)amino)-2-(2,6-dioxopiperidin-3-yl)isoindoline-1,3-dione